5-ethoxycarbonyl-6-methyl-4-phenyl-3,4-dihydropyrimidin-2-one C(C)OC(=O)C=1C(NC(NC1C)=O)C1=CC=CC=C1